4-aminobenzenesulfonic acid potassium salt [K+].NC1=CC=C(C=C1)S(=O)(=O)[O-]